2-chloro-4-phenyl-6-(3-phenylnaphthalen-2-yl)-1,3,5-triazine ClC1=NC(=NC(=N1)C1=CC=CC=C1)C1=CC2=CC=CC=C2C=C1C1=CC=CC=C1